ClC1=CC=C(C=C1)[C@]1(C[C@@H](CO1)C1=NOC(=N1)CN1C=NC=2N=CN(C2C1=O)C)C 1-((3-((3R,5R)-5-(4-chlorophenyl)-5-methyltetrahydrofuran-3-yl)-1,2,4-oxadiazol-5-yl)methyl)-7-methyl-1,7-dihydro-6H-purin-6-one